C(C1=CC=CC=C1)OC[C@H](CO[Si](C1=CC=CC=C1)(C1=CC=CC=C1)C(C)(C)C)OCCCCCCCCCCCCCCCC (R)-(3-(benzyloxy)-2-(hexadecyloxy)propoxy)(tert-butyl)diphenylsilane